6,7-difluoro-4-(1-(isobutylamino)ethyl)-2-methylisoquinolin-1(2H)-one FC=1C=C2C(=CN(C(C2=CC1F)=O)C)C(C)NCC(C)C